FC(C1=NN=C(S1)C1=NC=C2N1C=C(C=C2N2CCN(CC2)C(=O)N2CCNCC2)S(=O)(=O)NC2(COC2)C)F 3-(5-(difluoromethyl)-1,3,4-thiadiazol-2-yl)-N-(3-methyloxetan-3-yl)-8-(4-(piperazine-1-carbonyl)piperazin-1-yl)imidazo[1,5-a]pyridine-6-sulfonamide